9-(6-(9H-carbazol-9-yl)pyridin-3-yl)-9H-3,9'-bicarbazol-yl C1=CC=CC=2C3=CC=CC=C3N(C12)C1=CC=C(C=N1)N1C2=CC=CC=C2C=2C=C(C=CC12)N1C2=CC=CC=C2C=2C=CC=CC12